ClC1=C(C(=O)NC2=C3C=NN(C3=CC=C2)C2=CC=C(C=C2)C(F)(F)F)C=C(C=C1)CNC(CN(C)C)=O 2-Chloro-5-{[(N,N-dimethylglycyl)amino]methyl}-N-{1-[4-(trifluoromethyl)phenyl]-1H-indazol-4-yl}benzamide